1-(2,4-difluorophenyl)-2-methylpropan-2-ol FC1=C(C=CC(=C1)F)CC(C)(O)C